tert-Butyl (3-((6-((2-amino-2-oxo-1-phenylethyl)thio)-3,5-dicyano-4-cyclopropyl pyridin-2-yl)(methyl)amino)propyl)carbamate NC(C(C1=CC=CC=C1)SC1=C(C(=C(C(=N1)N(CCCNC(OC(C)(C)C)=O)C)C#N)C1CC1)C#N)=O